1-methylsulfonylpiperidin-4-amine CS(=O)(=O)N1CCC(CC1)N